1-((1R,3s,5S)-8-azabicyclo[3.2.1]oct-3-yl)-8-chloro-7-((2-methyl-1H-benzo[d]imidazol-6-yl)oxy)quinoxaline [C@H]12CC(C[C@H](CC1)N2)N2CC=NC1=CC=C(C(=C21)Cl)OC=2C=CC1=C(NC(=N1)C)C2